C(CN1C(=NC2=C1C=CC(=C2)C(N)=O)C=2C1=C(SC2C(=O)O)C(=CC=C1Cl)F)N1C(=NC2=C1C=CC(=C2)C(N)=O)C=2C1=C(SC2C(=O)O)C(=CC=C1Cl)F 3'-(ethane-1,2-diylbis(5-carbamoyl-1H-benzo[d]imidazole-1,2-diyl))bis(4-chloro-7-fluoro-benzo[b]thiophene-2-carboxylic acid)